(S)-2-amino-N-(1-(N-ethylsulfamoyl)-1,2,3,4-tetrahydroquinolin-5-yl)-3-phenylpropionamide hydrochloride Cl.N[C@H](C(=O)NC1=C2CCCN(C2=CC=C1)S(NCC)(=O)=O)CC1=CC=CC=C1